F[P-](F)(F)(F)(F)F.CN(C(=[N+](C)C)Cl)C N,N,N',N'-tetramethylchloro-formamidinium hexafluorophosphate